3-methyl-6-(3-methylbenzyl)-5-((2-(pyrrolidin-1-yl)ethyl)amino)pyrazine-2-carboxamide CC=1C(=NC(=C(N1)NCCN1CCCC1)CC1=CC(=CC=C1)C)C(=O)N